N-(6-(4-cyanophenyl)thiazolo[4,5-b]pyrazin-2-yl)-2'-methoxy-[1,1'-biphenyl]-2-carboxamide C(#N)C1=CC=C(C=C1)C=1N=C2C(=NC1)N=C(S2)NC(=O)C=2C(=CC=CC2)C2=C(C=CC=C2)OC